ClC1=C(C(=CC=C1Cl)O)[C@H]1CC(N([C@@H]1C)CCO)=O |o1:9,13| (4r,5r)-rel-4-(2,3-dichloro-6-hydroxyphenyl)-1-(2-hydroxyethyl)-5-methylpyrrolidin-2-one